FC1=CC=C(C=C1)C[C@@H]1CN(CCC1)C(=O)C=1C=C(C(=NC1C)C)C1=CC(=C2C(=NC=NN21)N)C(F)(F)F 7-{5-[(3R)-3-[(4-fluorophenyl)methyl]piperidine-1-carbonyl]-2,6-dimethylpyridin-3-yl}-5-(trifluoromethyl)pyrrolo[2,1-f][1,2,4]triazin-4-amine